FC=1C=2N(C=CC1C)C(=CN2)C2=C1CNC(C1=C(C=C2)NC2=NC=C(C=C2)N2C[C@H](OCC2)C(C)(C)O)=O 4-(8-fluoro-7-methyl-imidazo[1,2-a]pyridin-3-yl)-7-[[5-[(2S)-2-(1-hydroxy-1-methyl-ethyl)morpholin-4-yl]-2-pyridyl]amino]isoindolin-1-one